C(CCC)C1(C(OC2=CC=CC(=C2C1NC1=NC=NC=N1)N(C)C)=O)C1=CC=CC=C1 3-butyl-5-dimethylamino-((s-triazin-2-yl)amino)-3-phenylcoumarin